ClC1=C(C=CC(=C1)Cl)C=1N=C(SC1)N 4-(2,4-dichlorophenyl)-1,3-thiazol-2-amine